(tert-Butoxycarbonyl)(pent-4-en-1-yl)carbamic acid tert-butyl ester C(C)(C)(C)OC(N(CCCC=C)C(=O)OC(C)(C)C)=O